6-(4-chlorophenyl)-2,4-dioxohexanoic acid methyl ester COC(C(CC(CCC1=CC=C(C=C1)Cl)=O)=O)=O